3-[(2-bromo-3-fluoro-4-pyridyl)methyl]-7-[(3-fluoro-2-pyridyl)oxy]-4-methyl-chromen-2-one BrC1=NC=CC(=C1F)CC=1C(OC2=CC(=CC=C2C1C)OC1=NC=CC=C1F)=O